N1=CC=C(C=C1)C1=C2CNC(C2=CC=C1)=O 4-(pyridin-4-yl)isoindolin-1-one